ClC1=C(C(=CC(=C1)C(C(F)(F)F)(C(F)(F)F)F)C(F)(F)F)N1N=CC(=C1)I 1-[2-Chloro-4-(1,1,1,2,3,3,3-heptafluoropropan-2-yl)-6-(trifluoromethyl)phenyl]-4-iodo-1H-pyrazole